The molecule is an amino trisaccharide consisting of N-acetyl-beta-D-glucosamine, beta-D-galactose and N-acetyl-D-galactosamine residues linked sequentially (1->2) and (1->3). It has a role as an epitope. It is an amino trisaccharide, a glucosamine oligosaccharide and a galactosamine oligosaccharide. CC(=O)N[C@@H]1[C@H]([C@@H]([C@H](O[C@H]1O[C@@H]2[C@H]([C@H]([C@H](O[C@H]2O[C@@H]3[C@H]([C@H](O[C@@H]([C@@H]3O)CO)O)NC(=O)C)CO)O)O)CO)O)O